N-((1r,4r)-4-(5-(6-(3-cyanopyrrolo[1,2-b]pyridazin-7-yl)-4-((4-methyltetrahydro-2H-pyran-4-yl)amino)pyridin-3-yl)-1,3,4-thiadiazol-2-yl)cyclohexyl)acetamide C(#N)C1=CC=2N(N=C1)C(=CC2)C2=CC(=C(C=N2)C2=NN=C(S2)C2CCC(CC2)NC(C)=O)NC2(CCOCC2)C